(5-bromo-7-((dimethylamino)methyl)benzofuran-3-yl)methanol BrC=1C=C(C2=C(C(=CO2)CO)C1)CN(C)C